8-(cis-4-aminocyclohexoxy)-N7,5,5-trimethyl-N7-(tetrahydropyran-4-ylmethyl)-6H-benzo[h]quinazoline-4,7-diamine N[C@H]1CC[C@H](CC1)OC1=CC=C2C(CC(C=3C(=NC=NC23)N)(C)C)=C1N(CC1CCOCC1)C